C(C1=CC=CC=C1)O[C@]1(C[C@@H](N(C1)C(=O)C1CC1)CO[Si](C1=CC=CC=C1)(C1=CC=CC=C1)C(C)(C)C)C ((2R,4S)-4-(benzyloxy)-2-(((tert-butyldiphenylsilyl)oxy)methyl)-4-methylpyrrolidin-1-yl)(cyclopropyl)methanone